C(C1=CC=CC=C1)OC1=C(C(=CC(=C1)Br)Cl)CO [2-(benzyloxy)-4-bromo-6-chlorophenyl]methanol